B(F)(F)F.P(=O)(OCC)([O-])[O-].[Li+].[Li+] lithium ethyl phosphate boron trifluoride